2-(2-(4-amino-1,2,5-oxadiazol-3-yl)-1H-benzo[d]imidazol-1-yl)-N-(4-methylphenyl)acetamide NC=1C(=NON1)C1=NC2=C(N1CC(=O)NC1=CC=C(C=C1)C)C=CC=C2